C1(=CC=C(C=C1)CCCN)C1=CC=C(C=C1)CCCN [1,1'-biphenyl]-4,4'-dipropylamine